2-(difluoromethyl)-4-(2-(2,4-difluorophenoxy)-5-(ethylsulfonylamino)phenyl)-6-methylpyridine 1-oxide FC(C1=[N+](C(=CC(=C1)C1=C(C=CC(=C1)NS(=O)(=O)CC)OC1=C(C=C(C=C1)F)F)C)[O-])F